lauryl-ethyl-dimethyl-ammonium bromide [Br-].C(CCCCCCCCCCC)[N+](C)(C)CC